(2S,3R)-3-((2-aminopyridin-4-yl)methyl)-N2-(1-methyl-1H-imidazol-2-yl)-N1-((R)-1-(3-chloro-2-methylphenyl)propyl)-N2-methyl-4-oxoazetidine-1,2-dicarboxamide NC1=NC=CC(=C1)C[C@@H]1[C@H](N(C1=O)C(=O)N[C@H](CC)C1=C(C(=CC=C1)Cl)C)C(=O)N(C)C=1N(C=CN1)C